NC=1SC=C(N1)/C(/C(=O)N[C@H]1C(N(C1=O)OS(=O)(=O)O)(C)C)=N/OC(C(=O)O)C 2-(((Z)-(1-(2-aminothiazol-4-yl)-2-(((S)-2,2-dimethyl-4-oxo-1-(sulfooxy)-azetidin-3-yl)amino)-2-oxoethylidene)amino)oxy)propanoic acid